(S)-3-((7-chloro-1-methyl-6-((4-(methylamino)pyrazolo[1,5-a]pyrazin-3-yl)oxy)-1H-imidazo[4,5-b]pyridin-2-yl)amino)-1-(tetrahydro-2H-pyran-3-yl)-5-(trifluoromethyl)pyridin-2(1H)-one ClC1=C2C(=NC=C1OC=1C=NN3C1C(=NC=C3)NC)N=C(N2C)NC=2C(N(C=C(C2)C(F)(F)F)[C@@H]2COCCC2)=O